(R)-N-((R)-1-(2-(2,4-Difluorophenyl)-6-methyl-4-oxo-4H-chromen-8-yl)ethyl)-2-methylpropane-2-sulfonamide FC1=C(C=CC(=C1)F)C=1OC2=C(C=C(C=C2C(C1)=O)C)[C@@H](C)NS(=O)(=O)C(C)(C)C